C(C)(C)(C)OC(=O)N1[C@@H](CCC1)C1=C2CN(CC2=CC(=C1)Cl)C([C@@](C(F)(F)F)(C)O)=O (S)-2-(6-chloro-2-((R)-3,3,3-trifluoro-2-hydroxy-2-methylpropionyl)isoindoline-4-yl)pyrrolidine-1-carboxylic acid tert-butyl ester